O[C@H](CC[C@@H]([C@H](/C=C/[C@@H]([C@H](C=O)/C(=C/C1=CC(=NC=C1)N1CCOCC1)/C)C)OC(=O)N1CCN(CC1)C)C)CC=O 4-methylpiperazine-1-carboxylic acid [(2s,3s,4E,6r,7s,10r)-10-hydroxy-3,7-dimethyl-2-[(E)-1-(2-morpholin-4-ylpyridin-4-yl) prop-1-en-2-yl]-12-oxo-1-oxododeca-4-en-6-yl] ester